C1(CCCC1)N1C(N(C=2C=NC(=CC21)NC2=C(C=C(C=C2)OC)C)C(C)C)=O Cyclopentyl-3-isopropyl-6-((4-methoxy-2-methylphenyl)amino)-1,3-dihydro-2H-imidazo[4,5-c]pyridin-2-one